di-n-butyldiacetoxytin C(CCC)[Sn](OC(C)=O)(OC(C)=O)CCCC